CS(=O)(=O)C1=CC=C(C=C1)S(=O)(=O)NC1=C(C(=O)NC23CC(C2)(C3)C3=CC=CC=C3)C=CC=C1 (4-(methylsulfonyl)phenyl)sulfonamido-N-(3-phenylbicyclo[1.1.1]pentan-1-yl)benzamide